3-(4-n-octyl)-phenylthiophene CCCC(CCCC)C=1C=C(C=CC1)C=1SC=CC1